11,17-dihydroxy-docosatetraenoic acid OC(CC=CC=CC=CC=CC(=O)O)CCCCCC(CCCCC)O